FC(C=1C=C(C(=O)N[C@H](C)C=2C=NC(=CN2)C)C=C(C1)C(F)(F)F)(F)F 3-{(1R)-1-[3,5-bis(trifluoromethyl)benzamido]ethyl}-6-methylpyrazin